CN1C(=NC2=C1C=C(C=C2C)C2=CC=C(C=C2)C2CCN(CC2)C)C2=CC=C(C=C2)S(=O)(=O)C 1,4-dimethyl-6-(4-(1-methylpiperidin-4-yl)phenyl)-2-(4-(methylsulfonyl)phenyl)-1H-benzo[d]imidazole